FC(C=1C=C(C=C(C1)C(F)(F)F)C1=NN(N=C1)C1=NC=CC=N1)(F)F 2-(4-(3,5-Bis(trifluoromethyl)phenyl)-2H-1,2,3-triazol-2-yl)pyrimidine